CC=1OC=C(C(C1)=O)C 2,5-dimethylpyran-4-one